5-chloro-4-methoxypyrimidine-2-carbonitrile ClC=1C(=NC(=NC1)C#N)OC